(R)-N-(5-(3-(2-hydroxypropan-2-yl)pyrrolidin-1-yl)-2-(trifluoromethyl)pyridin-3-yl)-6-(1-(2,2,2-trifluoroethyl)-1H-pyrazol-4-yl)picolinamide OC(C)(C)[C@H]1CN(CC1)C=1C=C(C(=NC1)C(F)(F)F)NC(C1=NC(=CC=C1)C=1C=NN(C1)CC(F)(F)F)=O